alpha-(trimethylsilyl)-4-isopropylbenzyl chloride C[Si](C(C1=CC=C(C=C1)C(C)C)Cl)(C)C